C[C@H]1C[C@@H](CN(C1)C(CC1CCN(CC1)C)=O)C1=NC2=C(C=CC=C2C=C1)C#N (trans-5-Methyl-1-[2-(1-methyl-piperidin-4-yl)-acetyl]-piperidin-3-yl)-quinoline-8-carbonitrile